CC(C(=O)N1CCC(CC1)CN1[C@@H]([C@H]([C@@H]([C@H](C1)O)O)O)CO)(C)C 2,2-dimethyl-1-(4-(((2R,3R,4R,5S)-3,4,5-trihydroxy-2-(hydroxymethyl)piperidin-1-yl)methyl)piperidin-1-yl)propan-1-one